NC\C=C(\CN1C(=NC2=C1C=CC=C2C2=CC=C(C=C2)S(=O)(=O)NC(C)(C)C)C)/F (Z)-4-(1-(4-amino-2-fluorobut-2-en-1-yl)-2-methyl-1H-benzo[d]imidazol-4-yl)-N-(tert-butyl)benzenesulfonamide